(2R)-2-[5-(1-tert-butyl-1H-pyrazol-5-yl)-1,2,4-oxadiazol-3-yl]-1,1-difluoro-6-azaspiro[2.5]octane-6-sulfonamide C(C)(C)(C)N1N=CC=C1C1=NC(=NO1)[C@@H]1C(C12CCN(CC2)S(=O)(=O)N)(F)F